FC1=C(C(C1F)(F)F)F 1,2,3,3,4-pentafluorocyclobutene